CC1=CC=C(C=N1)[C@@H](C)NC(C1=CC(=CC(=C1)OC1CCOCC1)C=1SC(=CN1)C)=O N-[(1R)-1-(6-Methylpyridin-3-yl)ethyl]-3-(5-methyl-1,3-thiazol-2-yl)-5-(tetrahydro-2H-pyran-4-yloxy)benzamide